C1(CCCC1)C1=C(C(=O)O)C=CC(=C1)C1=CC=NC=2N1N=C(C2)OCC 2-Cyclopentyl-4-(2-ethoxypyrazolo[1,5-a]pyrimidin-7-yl)benzoic Acid